1-Cyclobutylmethanol C1(CCC1)CO